2-(2-(2-pyridyloxy)phenylamino)pyridine N1=C(C=CC=C1)OC1=C(C=CC=C1)NC1=NC=CC=C1